O=C=CC(=O)OCCC[Si](OC)(OC)OC γ-ketoacryloxypropyltrimethoxysilane